2-diethylaminoethyl 4-nitrobenzoate hydrochloride Cl.[N+](=O)([O-])C1=CC=C(C(=O)OCCN(CC)CC)C=C1